Tert-Butyl (4-(Sulfamoylamino)Benzyl)Carbamate S(N)(=O)(=O)NC1=CC=C(CNC(OC(C)(C)C)=O)C=C1